3-((5-fluoropyrimidin-2-yl)oxy)benzamide (E)-3,7-dimethylocta-2,6-dien-1-yl-acetate (GERANYL-ACETATE) C(\C=C(/C)\CCC=C(C)C)CC(=O)O.C\C(=C/CCC(=O)O)\CCC=C(C)C.FC=1C=NC(=NC1)OC=1C=C(C(=O)N)C=CC1